2-(4-chloro-1-isopropyl-1H-pyrazol-5-yl)-4-(3-chloro-4-(4-methoxypyrimidin-2-yl)benzyl)-6,7-dihydropyrazolo[1,5-a]pyrimidin-5(4H)-one ClC=1C=NN(C1C1=NN2C(N(C(CC2)=O)CC2=CC(=C(C=C2)C2=NC=CC(=N2)OC)Cl)=C1)C(C)C